[6-(3-cyclopropyl-1,2,4-triazol-1-yl)-2-azaspiro[3.3]heptan-2-yl]-[6-[(3,5-difluoro-2-pyridinyl)methyl]-2,6-diazaspiro[3.3]heptan-2-yl]methanone C1(CC1)C1=NN(C=N1)C1CC2(CN(C2)C(=O)N2CC3(C2)CN(C3)CC3=NC=C(C=C3F)F)C1